FC1=C(C(=CC2=CC=C(C=C12)OC[C@H]1CNCC1)O)N1CC(NS1(=O)=O)=O 5-[1-fluoro-3-hydroxy-7-[[(3R)-pyrrolidin-3-yl]methoxy]-2-naphthyl]-1,1-dioxo-1,2,5-thiadiazolidin-3-one